5-methoxyamino-methyl-2-thiouracil CONC=1C(NC(NC1C)=S)=O